(1R,3R,5S)-bicyclo[3.1.0]hexane-3-yl methanesulfonate CS(=O)(=O)OC1C[C@H]2C[C@H]2C1